(1'R,2'R)-5'-methyl-4-((E)-pent-2-en-1-yl)-2'-(prop-1-en-2-yl)-1',2',3',4'-tetrahydro-[1,1'-biphenyl]-2,6-diol CC=1CC[C@H]([C@@H](C1)C=1C(=CC(=CC1O)C\C=C\CC)O)C(=C)C